5-{[2-(Methoxycarbonyl)pyrrolidin-1-yl]methyl}pyridine-2-carboxylic acid dihydrochloride Cl.Cl.COC(=O)C1N(CCC1)CC=1C=CC(=NC1)C(=O)O